CN(C1CN(CCC1)C1CCNCC1)C 3-(dimethylamino)-[1,4'-bipiperidine]